hexamethyl-dimethyl-benzyl-ammonium chloride [Cl-].CC=1C(=C(C(=C(C([NH+](C)C)(C)C)C1)C)C)C